7-(1-isopropyl-3-ethyl-1H-indazol-5-ylmethoxy)-2H-chromene-3-carbaldehyde C(C)(C)N1N=C(C2=CC(=CC=C12)COC1=CC=C2C=C(COC2=C1)C=O)CC